COCC1OCC2CCCC=C12 (methoxymethyl)hexahydroisobenzofuran